2-chloro-N-(4-(N-cyclopropylsulfamoyl)phenyl)acetamide ClCC(=O)NC1=CC=C(C=C1)S(NC1CC1)(=O)=O